C1(=CC=CC=C1)C1(C(=O)OC(C1)CC)C1=CC=CC=C1 α,α-diphenyl-γ-caprolactone